C1(=CC=CC=C1)C(C#CC(=O)O)(OC(C(C)O)=O)C1=CC=CC=C1 diphenyl-4-((2-hydroxypropionyl)oxy)but-2-ynoic acid